O1NCC=CC1 3,6-dihydro-2H-1,2-oxazine